CC=1C=C(C=O)C=C(C1[N+](=O)[O-])C 3,5-dimethyl-4-nitrobenzaldehyde